NCC=1N=C2N(C=C(C=C2NC(OC(C)(C)C)=O)C2CC2)C1 tert-butyl (2-(aminomethyl)-6-cyclopropylimidazo[1,2-a]pyridin-8-yl)carbamate